butyl 4-((2-(((benzyloxy)carbonyl)amino)-7-azaspiro[3.5]nonan-7-yl)methyl)piperidine-1-carboxylate C(C1=CC=CC=C1)OC(=O)NC1CC2(C1)CCN(CC2)CC2CCN(CC2)C(=O)OCCCC